Cl.Cl.FC=1C=C(C=C(C1)F)[C@H]1[C@@H](CN(C1)CCOC)NC(=O)NC1=C(C(=NN1C1=CC=CC=C1)OC[C@H](C)O)C 1-((3S,4r)-4-(3,5-difluorophenyl)-1-(2-methoxyethyl)pyrrolidin-3-yl)-3-(3-((S)-2-hydroxypropoxy)-4-methyl-1-phenyl-1H-pyrazol-5-yl)urea dihydrochloride